C(C(=C)C)(=O)OCCCCC n-Amyl methacrylate